ClC1=C(C=C2C(=C(N(C2=C1F)C)C1=NN=C(N1)C(COC)F)C=1C=NNC1)OC 6-chloro-7-fluoro-2-(5-(1-fluoro-2-methoxyethyl)-4H-1,2,4-triazol-3-yl)-5-methoxy-1-methyl-3-(1H-pyrazol-4-yl)-1H-indole